ClC=1C=C(C(=NC1)N1C(C(N(C(C1)=O)CC1=CC=C(C=C1)C(F)F)C1CC(C1)OC)=O)F 1-(5-chloro-3-fluoropyridin-2-yl)-4-(4-(difluoromethyl)-benzyl)-3-((1s,3s)-3-methoxycyclobutyl)-piperazine-2,5-dione